5-isopropyl-N-(4-morpholinophenyl)benzamide C(C)(C)C=1C=CC=C(C(=O)NC2=CC=C(C=C2)N2CCOCC2)C1